Cl.ClC=1C=CC(=NC1)C1(OC2=C(O1)C=CC(=C2C2[C@@H]1CNC[C@H]21)F)C (1R,5S,6s)-6-(2-(5-chloropyridin-2-yl)-5-fluoro-2-methylbenzo[d][1,3]dioxol-4-yl)-3-azabicyclo[3.1.0]hexane hydrochloride